C(C)(C)(C)OC(=O)N1CCC(CC1)(F)CN1C[C@H](O[C@H](C1)C)C 4-{[(2R,6S)-2,6-dimethylmorpholin-4-yl]methyl}-4-fluoropiperidine-1-carboxylic acid tert-butyl ester